tert-butyl (2S,4R)-2-[2-(5-{2-[ethyl(propan-2-yl)carbamoyl]-4-fluorophenoxy}pyrimidin-4-yl)-2,7-diazaspiro[3.5]nonane-7-carbonyl]-4-fluoropyrrolidine-1-carboxylate C(C)N(C(=O)C1=C(OC=2C(=NC=NC2)N2CC3(C2)CCN(CC3)C(=O)[C@H]3N(C[C@@H](C3)F)C(=O)OC(C)(C)C)C=CC(=C1)F)C(C)C